Cl.BrC=1C=C2C(=NN(C(C2=CC1)=O)CC(=O)NC1CNCCOC1)C(C)C 2-(6-bromo-4-isopropyl-1-oxo-phthalazin-2-yl)-N-(1,4-oxaazepan-6-yl)acetamide hydrochloride